4-((5-chloro-3-isopropylpyrazolo[1,5-a]pyrimidin-7-yl)amino)piperidine-1-carboxylic acid (1-(tert-butoxycarbonyl)-3-fluoroazetidin-3-yl)methyl ester C(C)(C)(C)OC(=O)N1CC(C1)(F)COC(=O)N1CCC(CC1)NC1=CC(=NC=2N1N=CC2C(C)C)Cl